C(CCCCCCCCCCC)(=O)OCCCCCCCCCCCCCCCCCCCCCCC(C)C 23-methyllignoceryl laurate